N-[(3,3',5'-tri-t-butyl)-1,1'-biphenyl-5-yl]-N-(4-cyclohexylphenyl)-9,9-dimethyl-9H-fluoren-2-amine C(C)(C)(C)C=1C=C(C=C(C1)N(C1=CC=2C(C3=CC=CC=C3C2C=C1)(C)C)C1=CC=C(C=C1)C1CCCCC1)C1=CC(=CC(=C1)C(C)(C)C)C(C)(C)C